C(C)OC(C)=O.FC=1SC=CN1 fluorothiazole ethyl-acetate